tert-butyl (4Z,7S)-3-[(tert-butyldimethylsilyl)oxy]-7-chloro-7-[(1R,2R,6S,8R)-6,9,9-trimethyl-3,5-dioxa-4-boratricyclo[6.1.1.02,6]decan-4-yl]hept-4-enoate [Si](C)(C)(C(C)(C)C)OC(CC(=O)OC(C)(C)C)\C=C/C[C@H](B1O[C@@H]2[C@H]3C([C@@H](C[C@@]2(O1)C)C3)(C)C)Cl